NC1=C(C=2C=NC=3C=CC=NC3C2N1C1=C(C(=CC=C1C)O)C)C(=O)N amino-1-(3-hydroxy-2,6-dimethylphenyl)-1H-pyrrolo[3,2-c][1,5]naphthyridine-3-carboxamide